The molecule is the spermidine amide of glutathione. It has a role as an Escherichia coli metabolite. It derives from a spermidine. It is a conjugate base of a glutathionylspermidinium(2+). C(CCNCCCNC(=O)CNC(=O)[C@H](CS)NC(=O)CC[C@@H](C(=O)O)N)CN